C(C(C)C)C1=CC=C(C=C1)C1=CC=C(C=C1)C(C=CC=1C=C2N=CC=NC2=CC1)=O 1-(4'-isobutyl-[1,1'-biphenyl]-4-yl)-3-(quinoxalin-6-yl)prop-2-en-1-one